2-hydroxy-N,N,N-trimethylethanaminium chloride [Cl-].OCC[N+](C)(C)C